FC1=CC=C(C(=O)NC2=NN(C3=C(C=CC=C23)C2(CC2)C)CC#C)C=C1 4-Fluoro-N-(7-(1-methylcyclopropyl)-1-(prop-2-yn-1-yl)-1H-indazol-3-yl)benzamide